C(C=CC=CC=CCCCCCCCCCCCCC)(=O)O eicosatrienic acid